6-chloro-N,N-dimethyl-3-nitro-pyridin-2-amine ClC1=CC=C(C(=N1)N(C)C)[N+](=O)[O-]